O(C1=CC=CC=C1)CCO Phenoxy-2-ethanol